(2r,4r)-1,2,4-trihydroxydocosa-12,15-diene OC[C@@H](C[C@@H](CCCCCCCC=CCC=CCCCCCC)O)O